F[C@H]1C[C@H](N2N=C(N=C21)C(=O)C2CC21CCC1)C1=CC=CC=C1 [(5S,7S)-7-fluoro-5-phenyl-6,7-dihydro-5H-pyrrolo[1,2-b][1,2,4]triazol-2-yl]-spiro[2.3]hexan-2-yl-methanone